N1(CCNCC1)C1=CC=C(C=C1)OC(=O)C1=CC(=NC2=CC=CC=C12)O.CC1(O[C@@H](CNC1)COC1=C2C=CC=NC2=CC(=C1)C1=CN(C=C1)C1COC1)C 5-{[(2S)-6,6-Dimethylmorpholin-2-yl]methoxy}-7-[1-(oxetan-3-yl)-1H-pyrrol-3-yl]quinoline (4-(1-piperazinyl)phenyl)2-hydroxyquinoline-4-carboxylate